COC(=O)C1CCC(CC1)C(N(C)C)=O Methyl-4-(dimethylcarbamoyl)-cyclohexane-1-carboxylate